C(C)(C)(C)OC(=O)N1CCC(CC1)CN1[C@@H](CN(CC1)C(=O)OCC1=CC=CC=C1)C benzyl (R)-4-((1-(tert-butoxycarbonyl) piperidin-4-yl) methyl)-3-methylpiperazine-1-carboxylate